COC(CNC(C1=C(C(=C(C=C1)OC)OC)C)=O)OC N-(2,2-Dimethoxyethyl)-3,4-dimethoxy-2-methylbenzamide